ClC=1C2=CN(N=C2C=CC1SC=1N=CC(=NC1)N1CCC2([C@@H](C=3N(N=CC3)C2)N)CC1)C (S)-1-(5-((4-chloro-2-methyl-2H-indazol-5-yl)thio)pyrazin-2-yl)-4'H,6'H-spiro[piperidine-4,5'-pyrrolo[1,2-b]pyrazol]-4'-amine